tert-butyl (S)-5-amino-4-(5-(4-methyl-6-(methylamino)pyridin-2-yl)-1-oxoisoindolin-2-yl)-5-oxopentanoate NC([C@H](CCC(=O)OC(C)(C)C)N1C(C2=CC=C(C=C2C1)C1=NC(=CC(=C1)C)NC)=O)=O